spiro[cyclobutane-1,5'-pyrrolo[2,3-d]pyrimidin]-6'(7'H)-one N1=CN=CC2=C1NC(C21CCC1)=O